(3-Bromo-2-fluorophenyl)(ethyl)sulfane BrC=1C(=C(C=CC1)SCC)F